6-(6-methoxy-2-pyridyl)-2-[(4S)-2,2,4-trimethylpyrrolidin-1-yl]pyridin-3-carboxamid COC1=CC=CC(=N1)C1=CC=C(C(=N1)N1C(C[C@@H](C1)C)(C)C)C(=O)N